C(C(CCCO)O)O 1,2,5-pentanetriol